ClC=1N=C(C2=C(N1)C=C(S2)CNC)N2CCOCC2 (2-Chloro-4-morpholin-4-yl-thieno[3,2-d]pyrimidin-6-ylmethyl)-methyl-amine